3,4-bisHydroxy-2-(hydroxymethyl)tetrahydrofuran-2-carbonitrile OC1C(OCC1O)(C#N)CO